(3S)-4-(methylamino)butane-1,3-diol CNC[C@H](CCO)O